ethyl 2-(3-ethyl-5-methyl-2,4-dioxo-3,4-dihydropyrimidin-1(2H)-yl)acetate C(C)N1C(N(C=C(C1=O)C)CC(=O)OCC)=O